3-(1-cyclopropylpyrazol-3-yl)-1H-indole-7-carbonitrile C1(CC1)N1N=C(C=C1)C1=CNC2=C(C=CC=C12)C#N